O1COC2=C1C=CC(=C2)C=2C=C1CCN(CC1=CC2)C(=O)NC2=CNC1=CC(=C(C=C21)F)F 6-(benzo[d][1,3]dioxol-5-yl)-N-(5,6-difluoro-1H-indol-3-yl)-3,4-dihydroisoquinoline-2(1H)-carboxamide